COC(=O)C1=C(C=CC(=C1)Cl)Cl The molecule is a methyl ester resulting from the formal condensation of the carboxy group of 2,5-dichlorobenzoic acid with methanol. It as used as a plant growth regulator and fungicide for grafting of grapevines. It has a role as a plant growth regulator and an antifungal agrochemical. It is a methyl ester and a dichlorobenzene. It derives from a 2,5-dichlorobenzoic acid.